N-(4-(4-((5-(1-acryloylpiperidin-4-yl)-7H-pyrrolo[2,3-d]pyrimidin-4-yl)amino)-2-chlorophenoxy)pyridin-2-yl)cyclopropanecarboxamide C(C=C)(=O)N1CCC(CC1)C1=CNC=2N=CN=C(C21)NC2=CC(=C(OC1=CC(=NC=C1)NC(=O)C1CC1)C=C2)Cl